(3R,4R)-1-(1-((1S)-1-(3,4-dichlorophenyl)ethyl)-5,6-difluoro-1H-benzimidazol-2-yl)-4-fluoro-3-piperidinamine ClC=1C=C(C=CC1Cl)[C@H](C)N1C(=NC2=C1C=C(C(=C2)F)F)N2C[C@H]([C@@H](CC2)F)N